3-chloro-5-fluoro-2-[3-(trifluoromethyl)phenoxy]-6-[3-(trifluoromethyl)pyrazol-1-yl]pyridine ClC=1C(=NC(=C(C1)F)N1N=C(C=C1)C(F)(F)F)OC1=CC(=CC=C1)C(F)(F)F